N-((tert-butoxycarbonyl)-L-isoleucyl)-S-(methyl-d3)-L-cysteine methyl ester COC([C@@H](NC([C@@H](NC(=O)OC(C)(C)C)[C@@H](C)CC)=O)CSC([2H])([2H])[2H])=O